S1C(=NN=C1)OC1=C(C=C(C=C1)NC(=O)NC(=O)C1CC(C1)OC)C N-((4-((1,3,4-thiadiazol-2-yl)oxy)-3-methylphenyl)carbamoyl)-3-methoxycyclobutanecarboxamide